6-(4,4-difluorocyclohexyl)-2-(1-methyl-1H-imidazol-5-yl)-N-((1r,4r)-4-(trifluoromethoxy)cyclohexyl)pyrimidine-4-carboxamide FC1(CCC(CC1)C1=CC(=NC(=N1)C1=CN=CN1C)C(=O)NC1CCC(CC1)OC(F)(F)F)F